[2-{(1R)-1-[(3-aminopropyl)(glycoloyl)amino]-2,2-dimethylpropyl}-4-(2,5-difluorophenyl)-1H-imidazol-1-ylmethylphenyl]-L-alaninamide NCCCN([C@H](C(C)(C)C)C=1N(C=C(N1)C1=C(C=CC(=C1)F)F)CC1=C(C=CC=C1)N[C@@H](C)C(=O)N)C(CO)=O